4-succinimidyl-oxycarbonyl-alpha-(2-pyridyldithio)toluene C1(CCC(N1OC(=O)C1=CC=C(CSSC2=NC=CC=C2)C=C1)=O)=O